COC(=O)C(C(=O)OC)=CC1=CC=CC=C1 methyl α-methoxycarbonyl-cinnamate